COC1=C(C=CC=C1C1=NN(C=N1)C)NC=1C=C(N=NC1C(NC)=O)NC1=CC=C(C=N1)CNC(OC(C)(C)C)=O tert-butyl ((6-((5-((2-methoxy-3-(1-methyl-1H-1,2,4-triazol-3-yl)phenyl)amino)-6-(methylcarbamoyl)pyridazin-3-yl)amino)pyridin-3-yl)methyl)carbamate